FC(C)(F)C1=NC(=CC(=N1)N1CC2(C=3C=NC(=CC31)NC(C)=O)CC2)C=2C=NN(C2)CC N-(1'-(2-(1,1-difluoroethyl)-6-(1-ethyl-1H-pyrazol-4-yl)pyrimidin-4-yl)-1',2'-dihydrospiro[cyclopropane-1,3'-pyrrolo[3,2-c]pyridin]-6'-yl)acetamide